FC[C@@H]1CNC(C1)=O (2S,3S)-3-(fluoromethyl)-5-oxopyrrolidin